4-(((1r,4r)-4-aminocyclohexyl)oxy)benzoic acid NC1CCC(CC1)OC1=CC=C(C(=O)O)C=C1